COC(CCC(N1C(C2=CC=CC(=C2C1)OCC1=CC=C(C=C1)S(=O)(=O)N1CCOCC1)=O)C(N)=O)=O 4-Carbamoyl-4-{4-[4-(morpholine-4-sulfonyl)-benzyloxy]-1-oxo-1,3-dihydro-isoindol-2-yl}-butyric acid methyl ester